FC1=C(C=CC=C1)N1CCC(CC1)NC1=C2C(=NC3=CC(=C(N=C13)OC)OCCCN1CCCC1)CCC2 1-(2-fluorophenyl)-N-{2-methoxy-3-[3-(pyrrolidin-1-yl)propoxy]-6H,7H,8H-cyclopenta[b]1,5-naphthyridin-9-yl}piperidin-4-amine